N-(5-(4-methyl-4-(methylthio)piperidin-1-yl)-7-(N-(1-methylcyclopropyl)sulfamoyl)quinolin-2-yl)bicyclo[1.1.0]butane-1-carboxamide CC1(CCN(CC1)C1=C2C=CC(=NC2=CC(=C1)S(NC1(CC1)C)(=O)=O)NC(=O)C12CC2C1)SC